FC1([C@H](CC1)N1C=C(C(=CC1=O)NC1[C@@H]2CN(C[C@H]12)C)C(=O)N[C@H](C)C1=CC(=CC=C1)C(F)(F)F)F 1-((S)-2,2-difluorocyclobutyl)-4-(((1R,5S,6s)-3-methyl-3-azabicyclo[3.1.0]hexan-6-yl)amino)-6-oxo-N-((R)-1-(3-(trifluoromethyl)phenyl)ethyl)-1,6-dihydropyridine-3-carboxamide